tert-Butyl (3,5-difluoro-3'-(methoxy-d3)-[1,1'-biphenyl]-4-yl)(methyl)carbamate FC=1C=C(C=C(C1N(C(OC(C)(C)C)=O)C)F)C1=CC(=CC=C1)OC([2H])([2H])[2H]